FC(C1=C(C=CC=C1)CN(C(C(N)=O)=O)CC1=NC=C(C=C1)C(F)(F)F)(F)F N'-[[2-(trifluoromethyl)phenyl]methyl]-N'-[[5-(trifluoromethyl)-2-pyridyl]methyl]oxamide